8-(trans-4-aminocyclohexoxy)-N7,5,5-trimethyl-N7-(4-pyridylmethyl)-6H-benzo[h]quinazoline-4,7-diamine N[C@@H]1CC[C@H](CC1)OC1=CC=C2C(CC(C=3C(=NC=NC23)N)(C)C)=C1N(CC1=CC=NC=C1)C